(E)-2-(5-fluoro-2-methyl-1-(3-(3-(trifluoromethyl)phenoxy)benzylidene)-1H-inden-3-yl)acetic acid FC=1C=C2C(=C(\C(\C2=CC1)=C/C1=CC(=CC=C1)OC1=CC(=CC=C1)C(F)(F)F)C)CC(=O)O